bis(5-dimethylcarbamoyloxy-4-chloro-2-methylphenyl) trisulfide CN(C(=O)OC=1C(=CC(=C(C1)SSSC1=C(C=C(C(=C1)OC(N(C)C)=O)Cl)C)C)Cl)C